2,4-dihydroxybenzophenon OC1=C(C(=O)C2=CC=CC=C2)C=CC(=C1)O